2,5-dimethylthiophenol CC1=C(C=C(C=C1)C)S